copper trisulphate S(=O)(=O)([O-])[O-].S(=O)(=O)([O-])[O-].S(=O)(=O)([O-])[O-].[Cu+2].[Cu+2].[Cu+2]